4-bromobutyl-tert-butyl-dimethyl-silicon BrCCCC[Si](C)(C)C(C)(C)C